1-Bromodocosane BrCCCCCCCCCCCCCCCCCCCCCC